C(C(=O)[O-])(=O)[O-].[Pt+2].C1(=CC=CC=C1)P(C1=CC=CC=C1)C1=CC=CC=C1.C1(=CC=CC=C1)P(C1=CC=CC=C1)C1=CC=CC=C1 bis(triphenylphosphine) platinum (II) oxalate